C(C)(C)(C)C=1C=C(C=C(C1)F)B1OC(C(O1)(C)C)(C)C 2-(3-(tert-butyl)-5-fluorophenyl)-4,4,5,5-tetramethyl-1,3,2-dioxaborolane